1-(heptadecan-9-yl) 19-heptyl 9-oxononadecanedioate O=C(CCCCCCCC(=O)OC(CCCCCCCC)CCCCCCCC)CCCCCCCCCC(=O)OCCCCCCC